C(C)(C)(C)C1=CC=C(C=C1)N(C(=O)[C@@H]1N(CCC1)C(=O)OCC1=CC=CC=C1)C(C(=O)N1CN(C(C1)=O)C)C=1C=NC=CC1 (2R)-benzyl 2-((4-(tert-butyl)phenyl)(2-(3-methyl-4-oxoimidazolidin-1-yl)-2-oxo-1-(pyridin-3-yl)ethyl)carbamoyl)pyrrolidine-1-carboxylate